3-(4-methylphenyl)-5-(4,4,5,5-tetramethyl-1,3,2-dioxaborolan-2-yl)pyridin-2-amine CC1=CC=C(C=C1)C=1C(=NC=C(C1)B1OC(C(O1)(C)C)(C)C)N